NC1=C(N=CC(=N1)N1CCC(CC1)(C)NCC=1C=C(C=CC1)C1C(NC(CC1)=O)=O)C1=C(C(=CC=C1)Cl)Cl 3-(3-(((1-(6-amino-5-(2,3-dichlorophenyl)pyrazin-2-yl)-4-methylpiperidin-4-yl)amino)methyl)phenyl)piperidine-2,6-dione